5-(1,3-dibenzylpyrrolidin-3-yl)-6-methyl-1-((2-(trimethylsilyl)ethoxy)methyl)-1H-indazole C(C1=CC=CC=C1)N1CC(CC1)(CC1=CC=CC=C1)C=1C=C2C=NN(C2=CC1C)COCC[Si](C)(C)C